NC1=NC(=C(C=2N1N=C(N2)CN2N=NN=C2C2=NC(=CC=C2)C)C2=NC=NC=C2)C2=C(C#N)C=CC=C2 (5-amino-2-((5-(6-methylpyridin-2-yl)-1H-tetrazol-1-yl)methyl)-8-(pyrimidin-4-yl)-[1,2,4]triazolo[1,5-c]pyrimidin-7-yl)benzonitrile